FC1=C(N(C2=CC=CC=C12)F)C1=CC=C(C=C1)OC(F)(F)F difluoro-2-[4-(trifluoromethoxy)phenyl]-1H-indole